(3S,4R)-3-acetoxy-4-(5-(ethoxycarbonyl)-2-methylphenyl)pyrrolidine-1-carboxylic acid tert-butyl ester C(C)(C)(C)OC(=O)N1C[C@H]([C@@H](C1)C1=C(C=CC(=C1)C(=O)OCC)C)OC(C)=O